NC1=NC=NN2C1=C(C=C2C=2C=C(C(=O)N[C@@H]1CN(CC1)C(C1=CC=CC=C1)=O)C=CC2)C(F)(F)F 3-[4-amino-5-(trifluoromethyl)pyrrolo[2,1-f][1,2,4]triazin-7-yl]-N-[(3S)-1-benzoylpyrrolidin-3-yl]benzamide